6-chloro-3-((1-(8-methyl-6-oxo-4,5-dihydro-3H,6H-2,2a,5a-triazaaceanthrylen-10-yl)ethyl)amino)-[2,3'-bipyridine]-6'-carbaldehyde ClC1=CC=C(C(=N1)C=1C=NC(=CC1)C=O)NC(C)C=1C=C(C=C2C(N3CCCN4N=CC(C12)=C43)=O)C